C(C)(C)(C)OC(=O)NC=1C(=C(C=C2C=C(N=CC12)NC([O-])=O)C=1C(=C2C(=NC1)CCC2O)C)F N-[8-(tert-butoxycarbonylamino)-7-fluoro-6-(5-hydroxy-4-methyl-6,7-dihydro-5H-cyclopenta[b]pyridin-3-yl)-3-isoquinolyl]carbamate